C(=O)(O)C(CCCCCCC=1C=C(C=CC1)CCCCCCC1CC1)(C)C 1-(6-(3-(7-carboxy-7-methyloctyl)phenyl)hexyl)cyclopropane